C(CCCC)C1=NN=C(S1)NC1=CC=CC=C1 5-pentyl-N-phenyl-1,3,4-thiadiazol-2-amine